CO[Si](CCCOCC(CS)S)(C)OC 3-[3-[dimethoxy(methyl)silyl]propoxy]propane-1,2-dithiol